(2-(methylsulfanyl)pyrimidin-5-yl)boric acid CSC1=NC=C(C=N1)OB(O)O